methanesulfonic acid-12-butyl-2-(10-butyl-3,9-dioxahexadecan-1-yl)-5,11-dioxahexadecan-1-yl-5,10-dioxaoctadecan-1-yl ester C(CCC)C(OCCCCCOCCC(CC(CCCOCCCCOCCCCCCCC)OS(=O)(=O)C)CCOCCCCCOC(CCCCCC)CCCC)CCCC